O1C=C(C=C1)[Si](C=C)(C=C)C1=COC=C1 di(3-furyl)divinylsilane